Acryloxypropane C(C=C)(=O)OCCC